[Ti].[Ru] ruthenium Titanium